ClC=1C=C(C=CC1)N[C@@H](C)C(=O)N1[C@H]2CC([C@@H]([C@H]1C(=O)N[C@H](C[C@@H]1C(NCCC1)=O)C#N)CC2)(F)F (1R,3S,4R)-2-((3-chlorophenyl)-L-alanyl)-N-((R)-1-cyano-2-((R)-2-oxopiperidin-3-yl)ethyl)-5,5-difluoro-2-azabicyclo[2.2.2]octane-3-carboxamide